6-(4-(((1R,5S,6s)-3-azabicyclo[3.1.0]hex-6-yl)ethynyl)-2,6-difluorophenyl)-5-chloro-N-((R)-1-cyclobutylethyl)-[1,2,4]triazolo[1,5-a]pyrimidin-7-amine hydrochloride Cl.[C@@H]12CNC[C@H]2C1C#CC1=CC(=C(C(=C1)F)C=1C(=NC=2N(C1N[C@H](C)C1CCC1)N=CN2)Cl)F